2-(6-(((1r,2r)-2-hydroxycyclohexyl)amino)-1,2,4-triazin-3-yl)-3-methyl-5-(trifluoromethyl)phenol O[C@H]1[C@@H](CCCC1)NC1=CN=C(N=N1)C1=C(C=C(C=C1C)C(F)(F)F)O